1-(2-hydroxyethyl)-5-mercaptotetrazole OCCN1N=NN=C1S